C(CC)=C1C2C=CC(C1)C2 5-propylidenenorbornene